tert-Butyl (2-(6-chloro-3-((3,4-dichlorophenyl)amino)-9H-carbazol-1-yl)ethyl)carbamate ClC=1C=C2C=3C=C(C=C(C3NC2=CC1)CCNC(OC(C)(C)C)=O)NC1=CC(=C(C=C1)Cl)Cl